4-Oxo-4-[4-(3-oxo-3-phenylprop-1-enyl)anilino]but-2-enoic acid O=C(C=CC(=O)O)NC1=CC=C(C=C1)C=CC(C1=CC=CC=C1)=O